N-[4-(3-pyrimidin-2-yl-1H-pyrrolo[3,2-b]pyridin-2-yl)-2-pyridyl]butanamide N1=C(N=CC=C1)C1=C(NC=2C1=NC=CC2)C2=CC(=NC=C2)NC(CCC)=O